CC=1C(NC2=CC(=C(C=C2N1)C(F)(F)F)N1CCN(CC1)C)=O 3-methyl-7-(4-methylpiperazin-1-yl)-6-(trifluoromethyl)quinoxalin-2(1H)-one